[C@@H]1(CCC2=CC=CC=C12)NN (S)-N-(2,3-dihydro-1H-indene-1-yl)hydrazine